O=C1NC(CCC1N1C(C2=CC=C(C=C2C1=O)N([C@@H]1[C@H](CC2=CC=CC=C12)NC)C)=O)=O 2-(2,6-dioxopiperidin-3-yl)-5-(methyl((1S,2S)-2-(methylamino)-2,3-dihydro-1H-inden-1-yl)amino)isoindoline-1,3-dione